tert-butyl (2R,5S)-5-(((1S,4S)-2-oxa-5-azabicyclo[2.2.1]heptan-5-yl) methyl)-4-benzyl-2-methylpiperazine-1-carboxylate [C@@H]12OC[C@@H](N(C1)C[C@@H]1N(C[C@H](N(C1)C(=O)OC(C)(C)C)C)CC1=CC=CC=C1)C2